(4S,4'S)-4,4'-((Z)-but-2-ene-1,4-diyl)bis(2-(1-ethyl-3-methyl-1H-pyrazole-5-carboxamido)-6-methyl-5,6-dihydro-4H-imidazo[1,5,4-de]Quinoxaline-8-carboxamide) C(\C=C/C[C@H]1CN(C=2C=C(C=C3C2N1C(=N3)NC(=O)C3=CC(=NN3CC)C)C(=O)N)C)[C@H]3CN(C=1C=C(C=C2C1N3C(=N2)NC(=O)C2=CC(=NN2CC)C)C(=O)N)C